3-(1-Oxo-4-{4-[4-(propane-2-sulfonyl)-piperazin-1-ylmethyl]-benzyloxy}-1,3-dihydro-isoindol-2-yl)-piperidine-2,6-dione O=C1N(CC2=C(C=CC=C12)OCC1=CC=C(C=C1)CN1CCN(CC1)S(=O)(=O)C(C)C)C1C(NC(CC1)=O)=O